N-octadecyl-2-formyl-3-(4-methoxybenzyloxy)-pyridin-4-one C(CCCCCCCCCCCCCCCCC)N1C(=C(C(C=C1)=O)OCC1=CC=C(C=C1)OC)C=O